C(C)(C)(C)S(=O)(=O)N1C2(CCC2)C[C@H](C1)N1C2=C(OCC1)C=C(C=C2C2=C1C(=NC=C2)C=C(S1)CO)Cl (R)-(7-(4-(5-(tert-butylsulfonyl)-5-azaspiro[3.4]octan-7-yl)-7-chloro-3,4-dihydro-2H-benzo[b][1,4]oxazin-5-yl)thieno[3,2-b]pyridin-2-yl)methanol